O.[Na] Natrium-Monohydrat